(1R,2R)-2-(2-pyridyldisulfanyl)cyclohexanol N1=C(C=CC=C1)SS[C@H]1[C@@H](CCCC1)O